C(C)(C)(C)OC(=O)N1[C@H](CN([C@@H](C1)C)C=1C2=C(N=CN1)NC=C2C(F)(F)F)C (2S,5R)-2,5-dimethyl-4-(5-(trifluoromethyl)-7H-pyrrolo[2,3-d]pyrimidin-4-yl)piperazine-1-carboxylic acid tert-butyl ester